3-(1H-imidazol-4-yl)-5-(trifluoromethyl)pyridine dihydrochloride Cl.Cl.N1C=NC(=C1)C=1C=NC=C(C1)C(F)(F)F